(S)-4-((6-Fluoropyridin-3-yl)oxy)-N-(7-((3-hydroxyoxetan-3-yl)ethynyl)-5-methyl-4-oxo-2,3,4,5-tetrahydrobenzo[b][1,4]oxazepin-3-yl)picolinamide FC1=CC=C(C=N1)OC1=CC(=NC=C1)C(=O)N[C@@H]1C(N(C2=C(OC1)C=CC(=C2)C#CC2(COC2)O)C)=O